1-lignoceroyl-2-hydroxy-sn-glycero-3-phosphocholine C(CCCCCCCCCCCCCCCCCCCCCCC)(=O)OC[C@@H](OO)COP(=O)([O-])OCC[N+](C)(C)C